((3S,7aS)-3-(((6-(trifluoromethyl)pyridazin-4-yl)oxy)methyl)tetrahydro-1H-pyrrolizin-7a(5H)-yl)methanol FC(C1=CC(=CN=N1)OC[C@@H]1CC[C@@]2(CCCN12)CO)(F)F